ClC1=CC=C(C(=N1)C(=O)NS(=O)(=O)C)N[C@H](C)C1=NC(=CC2=C1N=C(N(C2=O)C)N2CC1=CC=C(C=C1C2)F)C (R)-6-chloro-3-((1-(2-(5-fluoroisoindolin-2-yl)-3,6-dimethyl-4-oxo-3,4-dihydro-pyrido[3,4-d]pyrimidin-8-yl)ethyl)amino)-N-(methylsulfonyl)picolinamide